3-(((7-(2-aminopyrimidin-4-yl)-2,3-dihydrofuro[3,2-c]pyridin-4-yl)amino)methyl)-N-((1s,2r)-2-fluorocyclopropyl)benzamide NC1=NC=CC(=N1)C=1C2=C(C(=NC1)NCC=1C=C(C(=O)N[C@@H]3[C@@H](C3)F)C=CC1)CCO2